BrC(C(=O)OC)C1CCC1 methyl 2-bromo-2-cyclobutylacetate